ethyloctyltriethoxysilane C(C)C(C)O[Si](OCC)(OCC)CCCCCCCC